C(#N)C1=C(C=C(NC2CCC(CC2)NC(OC(C)(C)C)=O)C=C1)C(F)(F)F tert-butyl N-[4-[4-cyano-3-(trifluoromethyl)anilino]cyclohexyl]carbamate